S(=O)(=O)(O)O.C(C)(=O)NC(=O)[C@H](O)[C@@H](O)[C@@H](O)[C@H](O)CO acetamido-galactose sulfate